C1(CCCCC1)C(=O)OOC=1C(=NC(=CC1)C=1SC(=CC1CO)Cl)C ((6-(5-chloro-3-(hydroxymethyl) thiophen-2-yl)-2-methylpyridin-3-yl) oxy) cyclohexane-1-carboxylate